5-(2-acetyl-1,2,3,4-tetrahydroisoquinolin-7-yl)-6-(morpholine-4-carbonyl)quinoline-2-carbaldehyde C(C)(=O)N1CC2=CC(=CC=C2CC1)C1=C2C=CC(=NC2=CC=C1C(=O)N1CCOCC1)C=O